7-((1R,5S)-3,8-diazabicyclo[3.2.1]octan-3-yl)-2-(2,6-dioxopiperidin-3-yl)-4,5-difluoroisoindoline-1,3-dione [C@H]12CN(C[C@H](CC1)N2)C=2C=C(C(=C1C(N(C(C21)=O)C2C(NC(CC2)=O)=O)=O)F)F